ClC=1C(=CC(=C(C1)N1C(N(CC1)C1=NC=CC=C1)=O)OC)OC (5-chloro-2,4-dimethoxyphenyl)-3-(pyridin-2-yl)imidazolidin-2-one